N1=CC=CC=C1C(=O)[O-] pyridine-6-carboxylate